CN1CCN(CC1)CCC 3-(4-methylpiperazin-1-yl)-propane